2-methyl-2-(3-methylpyrazol-1-yl)propane-1-one CC(C=O)(C)N1N=C(C=C1)C